[Si](C)(C)(C(C)(C)C)OCC=1C(=NC(=NC1)C(F)(F)F)C=1C(=CC(=C(C1)NS(=O)(=O)C=1C=C(C(=O)OC)C=C(C1OC)Cl)F)F Methyl 3-[[5-[5-[[tert-butyl(dimethyl)silyl]oxymethyl]-2-(trifluoromethyl)pyrimidin-4-yl]-2,4-difluoro-phenyl]sulfamoyl]-5-chloro-4-methoxy-benzoate